(Z)-2-cyano-3-hydroxy-N-(4-methoxy-5,6,7,8-tetrahydroquinazolin-2-yl)-3-(5-methylisoxazol-4-yl)acrylamide C(#N)/C(/C(=O)NC1=NC=2CCCCC2C(=N1)OC)=C(\C=1C=NOC1C)/O